C(=C)OCCCC 1-vinyl-oxybutane